2-(Benzofuran-2-yl)-N-((2,4-dioxo-1,3-diazaspiro[4.4]nonane-6-yl)methyl)thiazole-5-sulfonamide O1C(=CC2=C1C=CC=C2)C=2SC(=CN2)S(=O)(=O)NCC2C1(C(NC(N1)=O)=O)CCC2